tert-Butyl N-{6-[(2R)-butan-2-yl]-5-cyanopyridin-2-yl}-N-[(tert-butoxy)carbonyl]carbamate C[C@H](CC)C1=C(C=CC(=N1)N(C(OC(C)(C)C)=O)C(=O)OC(C)(C)C)C#N